2-(2-cyclobutyl-5-ethyl-6-(4-(5-hydroxy-6-methylpyrimidine-4-carbonyl)piperazin-1-yl)-7-oxo-[1,2,4]triazolo[1,5-a]pyrimidin-4(7H)-yl)-N-(2-methyl-4-(trifluoromethyl)phenyl)acetamide C1(CCC1)C1=NN2C(N(C(=C(C2=O)N2CCN(CC2)C(=O)C2=NC=NC(=C2O)C)CC)CC(=O)NC2=C(C=C(C=C2)C(F)(F)F)C)=N1